N-(2-(6-chloro-4-oxobenzo[d][1,2,3]triazin-3(4H)-yl)-propyl)-2-(trifluoromethyl)benzamide ClC1=CC2=C(N=NN(C2=O)C(CNC(C2=C(C=CC=C2)C(F)(F)F)=O)C)C=C1